C(#N)C1=CC=CC2=C1O[C@H](CN2)[C@@H](C2=CC=CC=C2)NC[C@H](C)C=2C=C(C=CC2OC)CC(=O)O 2-(3-((R)-1-(((R)-((R)-8-cyano-3,4-dihydro-2H-benzo[b][1,4]oxazin-2-yl)(phenyl)methyl)amino)propan-2-yl)-4-methoxyphenyl)acetic acid